C(C)N1CCN(CC1)C1=NC2=CC=C(C=C2C(=C1)C)NC(=S)NCCN1CCOCC1 1-(2-(4-ethylpiperazin-1-yl)-4-methylquinolin-6-yl)-3-(2-morpholinoethyl)thiourea